2-((S)-1-(4-(6-((4-cyano-2-fluorobenzyl)oxy)-4-(trifluoromethyl)pyridin-2-yl) Piperazin-1-yl)ethyl)-1-(((S)-oxetan-2-yl)methyl)-1H-benzo[d]imidazole-6-carboxylate C(#N)C1=CC(=C(COC2=CC(=CC(=N2)N2CCN(CC2)[C@@H](C)C2=NC3=C(N2C[C@H]2OCC2)C=C(C=C3)C(=O)[O-])C(F)(F)F)C=C1)F